O=C(/C=C/C1=CC=C(C(=O)O)C=C1)C1=CC=C(C=C1)OCCCC(F)(F)F 4-[(E)-3-Oxo-3-[4-(4,4,4-trifluorobutoxy)phenyl]prop-1-enyl]benzoic acid